O=C1C(=NN(C=C1)C1=CC=CC=C1)C(=O)O 4-oxo-1-phenyl-1,4-dihydropyridazine-3-carboxylic acid